N6-((2-azidoethoxy)carbonyl)-L-lysine N(=[N+]=[N-])CCOC(=O)NCCCC[C@H](N)C(=O)O